CC1=CC=CC(=N1)C=1C(=C(C(=C(C1N1C2=CC=CC=C2C=2C=CC=CC12)N1C2=CC=CC=C2C=2C=CC=CC12)C=1C=NC=CC1)N1C2=CC=CC=C2C=2C=CC=CC12)N1C2=CC=CC=C2C=2C=CC=CC12 9,9',9'',9'''-(3-(6-methylpyridin-2-yl)-6-(pyridin-3-yl)benzene-1,2,4,5-tetrayl)tetrakis(9H-carbazole)